O=C1NC(CCC1N1C(C2=CC=CC(=C2C1)NCC1=CC=C(CN2CCN(CC2)CCCC(=O)O)C=C1)=O)=O 4-(4-(4-(((2-(2,6-dioxopiperidin-3-yl)-1-oxoisoindolin-4-yl)amino)methyl)benzyl)piperazin-1-yl)butanoic acid